C1(=CC=C(C=C1)NC1=CC=C(C=C1)C1(C2=CC=CC=C2C=2C=CC=CC12)C1=CC=CC=C1)C1=CC=CC=C1 biphenyl-4-yl-[4-(9-phenyl-9H-fluoren-9-yl)-phenyl]-amine